C(C1=CC=CC=C1)OC1=CC=C2C(=C([N+](=CC2=C1)[O-])C(C)C)C1=CC(=C(C=C1)F)C 7-benzyloxy-4-(4-fluoro-3-methyl-phenyl)-3-isopropyl-2-oxido-isoquinolin-2-ium